N[C@@H]1[C@H](COCC1)CNC=1C=NN(C(C1Cl)=O)C1CCN(CC1)S(=O)(=O)NC1=CC=CC=C1 4-[4-[[(3R,4S)-4-amino-tetrahydro-2H-pyran-3-yl]methylamino]-5-chloro-6-oxopyridazin-1(6H)-yl]-N-phenylpiperidine-1-sulfonamide